ClC1=CC2=C(O[C@H](CO2)C(=O)O)C=C1 (R)-6-chloro-2,3-dihydrobenzo[b][1,4]dioxine-2-carboxylic acid